FC=1C=CC(=C2CC[C@H](C12)OC1=CC=C(C=C1)C(CC(=O)O)C#CC)C=1C(=NC(=CC1)OCC1(COC1)C)C 3-(4-(((R)-7-fluoro-4-(2-methyl-6-((3-methyloxetan-3-yl)methoxy)pyridin-3-yl)-2,3-dihydro-1H-inden-1-yl)oxy)phenyl)hex-4-ynoic acid